1-methylbenzene-1,2,4-triamine CC1(C(C=C(C=C1)N)N)N